CNC1=C(C=CC=C1)N n-methyl-phenylenediamine